1-(2-(((2'-(3-((4-(((1-acetylpiperidin-4-yl)amino)methyl)-3-fluoropyridin-2-yl)amino)-2-chlorophenyl)-3'-chloro-6-methoxy-[2,4'-bipyridin]-5-yl)methyl)amino)ethyl)pyrrolidin-2-one C(C)(=O)N1CCC(CC1)NCC1=C(C(=NC=C1)NC=1C(=C(C=CC1)C1=NC=CC(=C1Cl)C1=NC(=C(C=C1)CNCCN1C(CCC1)=O)OC)Cl)F